(R)-ethyl 2-((5-bromo-6-(4-fluorophenyl)thieno[2,3-d]pyrimidin-4-yl)oxy)-3-(5-((tert-butyldimethylsilyl)oxy)-2-((2-(3,3,3-trifluoropropoxy)pyrimidin-4-yl)methoxy)phenyl)propanoate BrC1=C(SC=2N=CN=C(C21)O[C@@H](C(=O)OCC)CC2=C(C=CC(=C2)O[Si](C)(C)C(C)(C)C)OCC2=NC(=NC=C2)OCCC(F)(F)F)C2=CC=C(C=C2)F